CN(C(C1=C(C=C(C=C1)C1=CNC2=NC=C(N=C21)C2=CC(=C1CCN(CC1=C2)CCN2CCOCC2)C)C)=O)C[C@H]2COCC2 (S)-N,2-dimethyl-4-(2-(5-methyl-2-(2-morpholinoethyl)-1,2,3,4-tetrahydroisoquinolin-7-yl)-5H-pyrrolo[2,3-b]pyrazin-7-yl)-N-((tetrahydrofuran-3-yl)methyl)benzamide